N[C@@H](CO)[C@H](O)[C@H](O)CO 2-amino-2-deoxy-d-ribitol